CC1=NSC(=C1)[Sn](CCCC)(CCCC)CCCC methyl-5-(tributylstannyl)-1,2-thiazole